C(C)OP(=O)(OCC)C(C1=CC2=C(SC(=C2)C(=O)O)C=C1)OC 5-((diethoxyphosphoryl)(methoxy)methyl)benzo[b]thiophene-2-carboxylic acid